4-butyl-amino-2,2,6,6-tetramethyl-piperidine C(CCC)C1CC(N(C(C1)(C)C)N)(C)C